(2-(6-methylpyridin-2-yl)pyrimidin-4-yl)-N2-(4-(pyrrolidin-3-ylmethyl)phenyl)pyrimidine-2,4-diamine CC1=CC=CC(=N1)C1=NC=CC(=N1)C=1C(=NC(=NC1)NC1=CC=C(C=C1)CC1CNCC1)N